ClC=1C(=CC=NC1C)N[C@H](C)C1=C(C=C(C=C1)Cl)Cl 5-chloro-N-((R)-1-(2,4-dichlorophenyl)ethyl)-6-methylpyridin-4-amine